N-t-butoxycarbonyl-1,3-propylenediamine C(C)(C)(C)OC(=O)NCCCN